[Si]([O-])([O-])([O-])O[O-].[Na+].[Na+].[Na+].[Na+] sodium peroxysilicate